C(C)(C)(C)OC1=C(C=CC=C1)O 2-tert-butoxyphenol